C1(CC1)NC1=NC(=NC=C1C(=O)N)NC1=CC2=C(OC[C@H](CN2)OCCCC)C=C1 4-(cyclopropylamino)-2-(((S)-2,3,4,5-tetrahydro-3-butoxybenzo[b][1,4]oxazepin-7-yl)amino)pyrimidine-5-carboxamide